1-(benzo[b]thiophen-2-yl)ethan-1-ol S1C2=C(C=C1C(C)O)C=CC=C2